(5-(4-((2-oxa-7-azaspiro[3.5]non-7-yl)methyl)-1-methyl-1H-pyrrolo[2,3-b]pyridin-6-yl)-1-oxoisoindolin-2-yl)piperidine-2,6-dione C1OCC12CCN(CC2)CC2=C1C(=NC(=C2)C=2C=C3CN(C(C3=CC2)=O)N2C(CCCC2=O)=O)N(C=C1)C